FC1=CC=C(C=C1)N1N=CC2=C1C=C1CCN(C[C@]1(C2)C(=O)OC)S(=O)(=O)C=2N=NN(C2)CCC (R)-methyl 1-(4-fluorophenyl)-6-((1-propyl-1H-1,2,3-triazol-4-yl)sulfonyl)-4,4a,5,6,7,8-hexahydro-1H-pyrazolo[3,4-g]isoquinoline-4a-carboxylate